1-[2-[1-(2,2,3,3,3-pentafluoropropyl)pyrazolo[3,4-c]pyridin-5-yl]indazol-5-yl]cyclopropanecarbonitrile FC(CN1N=CC=2C1=CN=C(C2)N2N=C1C=CC(=CC1=C2)C2(CC2)C#N)(C(F)(F)F)F